cis-benzyl (3-methoxypiperidin-4-yl)(methyl)carbamate CO[C@@H]1CNCC[C@@H]1N(C(OCC1=CC=CC=C1)=O)C